tert-butyl 3-[4-(2-carbamoyl-1-piperidyl)phenyl]azetidine-1-carboxylate C(N)(=O)C1N(CCCC1)C1=CC=C(C=C1)C1CN(C1)C(=O)OC(C)(C)C